(S)-N'-((2-(cyclopropylmethyl)-3-methyl-6,7-dihydro-5H-cyclopenta[b]pyridin-4-yl)carbamoyl)-4-(2-hydroxypropan-2-yl)thiophene-2-sulfonimidamide C1(CC1)CC1=C(C(=C2C(=N1)CCC2)NC(=O)N=[S@@](=O)(N)C=2SC=C(C2)C(C)(C)O)C